hexyloxide acrylate C(C=C)(=O)O.C(CCCCC)OCCCCCC